C(C1CO1)OC(CCCCCCC)=O caprylic acid glycidyl ester